OC1=C(C=CC(=C1)OC1OCCCC1)C(\C=C\C1=CC=C(C=C1)OC)=O (E)-1-[2-Hydroxy-4-(oxan-2-yloxy)phenyl]-3-(4-methoxyphenyl)prop-2-en-1-one